C(C)(C)(C)OC(NC=1C=NC(=C(C1C)Br)C)=O N-(5-bromo-4,6-dimethyl-3-pyridinyl)carbamic acid tert-butyl ester